C1=C(C=CC2=CC=CC=C12)[C@H](C[Se]C1=CC=CC=C1)O (R)-1-(naphthalen-2-yl)-2-(phenylseleno)ethan-1-ol